FC(CCC(=O)OC)(CCCO)F methyl 4,4-difluoro-7-hydroxyheptanoate